ONCCCCO 4-(hydroxyamino)butanol